3-Chloro-5-cyano-4,6-dimethyl-N-(3-methyl-1H-indazol-5-yl)picolinamide ClC=1C(=NC(=C(C1C)C#N)C)C(=O)NC=1C=C2C(=NNC2=CC1)C